4-(6-acryloyl-hex-1-yloxy)benzoic acid C(C=C)(=O)CCCCCCOC1=CC=C(C(=O)O)C=C1